1H-benzimidazole-6-carboxylic acid, formate salt C(=O)O.N1C=NC2=C1C=C(C=C2)C(=O)O